NC1=CC=C(C=C1)CCN1[C@H](O[C@@H](C1=O)C)C=1C(=NN(C1)C1=CC=C(C=C1)Br)C1=CSC=C1 (2R,5R)-3-(4-aminophenylethyl)-2-(1-(4-bromophenyl)-3-(thiophen-3-yl)-1H-pyrazol-4-yl)-5-methyloxazolidin-4-one